[N+](=O)([O-])C1=CC=C(CNC2=C(C=CC=C2)O)C=C1 2-((4-nitrobenzyl)amino)phenol